C(CCCCCCCCCCCCC)NCCCCCCCCCCCCCC Din-Tetradecylamin